5-(3-hydroxyphenyl)-3-methyl-2-phenylpyrazolo[1,5-a]pyrimidin-7(4H)-one OC=1C=C(C=CC1)C=1NC=2N(C(C1)=O)N=C(C2C)C2=CC=CC=C2